C(C1=CC=CC=C1)N1CCC(CC1)(S)C 1-Benzyl-4-methylpiperidine-4-thiol